5-(3-Chlorophenyl)-N-(2-fluoro-4-(2-(1-methyl-1H-pyrazol-4-yl)-3H-imidazo[4,5-b]pyridin-7-yl)benzyl)-1,3,4-oxadiazol-2-amine ClC=1C=C(C=CC1)C1=NN=C(O1)NCC1=C(C=C(C=C1)C1=C2C(=NC=C1)NC(=N2)C=2C=NN(C2)C)F